ClC=1C=C(C(=O)O)C=C(C1)C(=C)C1CC1 3-chloro-5-(1-cyclopropylvinyl)benzoic acid